2-[6-[(5-fluoro-3-pyridinyl)methyl]-2-azaspiro[3.3]heptane-2-carbonyl]-7-oxa-2,5-diazaspiro[3.4]octan-6-one FC=1C=C(C=NC1)CC1CC2(CN(C2)C(=O)N2CC3(C2)NC(OC3)=O)C1